C12(CC3CC(CC(C1)C3)C2)NCCCCCCCCC=2C=C3C(N(C(=NC3=CC2)C)C2C(NC(CC2)=O)=O)=O 3-(6-(8-(((3s,5s,7s)-adamantan-1-yl)amino)octyl)-2-methyl-4-oxoquinazolin-3(4H)-yl)piperidine-2,6-dione